2-[6-[(2S)-2-(hydroxymethyl)morpholin-4-yl]-4,5-dimethyl-pyridazin-3-yl]-5-methyl-phenol OC[C@@H]1CN(CCO1)C1=C(C(=C(N=N1)C1=C(C=C(C=C1)C)O)C)C